(4-((methoxycarbonyl)oxy)phenyl)dimethylsulfonium benzenesulfonate C1(=CC=CC=C1)S(=O)(=O)[O-].COC(=O)OC1=CC=C(C=C1)[S+](C)C